(4,5,6,7-tetrahydropyrazolo[1,5-a]pyridin-2-yl)methyl ((2-(2,6-dioxopiperidin-3-yl)-4-fluoro-3-oxoisoindolin-5-yl)methyl)carbamate O=C1NC(CCC1N1CC2=CC=C(C(=C2C1=O)F)CNC(OCC1=NN2C(CCCC2)=C1)=O)=O